5-fluoro-3-(methylthio)-2-phenyl-3a,8a-dihydrofuro[2,3-b]benzofuran FC=1C=CC2=C(C3C(O2)OC(=C3SC)C3=CC=CC=C3)C1